COCCN(CCC(=O)OCCC#C)CCC(=O)OCCC#C di(but-3-yn-1-yl) 3,3'-((2-methoxyethyl)azanediyl)dipropionate